(2S)-N-[(1S)-1-[3-(2-cyclopropyl-4-pyridyl)-1,2,4-oxadiazol-5-yl]ethyl]-2-phenyl-propanamide C1(CC1)C1=NC=CC(=C1)C1=NOC(=N1)[C@H](C)NC([C@@H](C)C1=CC=CC=C1)=O